sodium 4-[[2-(acetylamino) ethyl] dithio]-1-butanesulfinate C(C)(=O)NCCSSCCCCS(=O)[O-].[Na+]